[Na].FC(OC1=NNC=C1)F difluoromethoxypyrazole sodium